N-Ethyl-2-(4-fluorophenyl)-5-hydroxy-4-(piperidin-1-ylmethylene)benzofuran-3-carboxamide C(C)NC(=O)C=1C(OC=2C1C(C(=CC2)O)=CN2CCCCC2)C2=CC=C(C=C2)F